FC(CN1CC2CCC(C1)N2C(=O)OC(C)(C)C)(F)F Tert-Butyl 3-(2,2,2-trifluoroethyl)-3,8-diazabicyclo[3.2.1]octane-8-carboxylate